[Na].N(C)CC(=O)OC(CCCCCCCCCCC)=O lauroyl sarcosinate, sodium salt